10,13-dimethyltetradecanoic acid CC(CCCCCCCCC(=O)O)CCC(C)C